C(C)OC(=O)C=1N(C2=CC(=C(C=C2C1)OC)OC)C 5,6-dimethoxy-1-methyl-1H-indole-2-carboxylic acid ethyl ester